2-ISOBUTOXYACETIC ACID C(C(C)C)OCC(=O)O